N(=[N+]=[N-])CCCCCOCCOCCOCCCCCNC(OC(C)(C)C)=O tert-butyl (5-(2-(2-((5-azidopentyl)oxy)ethoxy)ethoxy)pentyl)carbamate